CC1=NN(C2=NC(=NC=C21)NC=2C(=CC=1N(C2)N=CN1)C)CCC#N 3-[3-methyl-6-([7-methyl-[1,2,4]triazolo[1,5-a]pyridin-6-yl]amino)pyrazolo[3,4-d]pyrimidin-1-yl]propanenitrile